1,1,1,2,3,4,5,5,5-nonafluoro-4-(trifluoromethyl)pent-2-ene Tert-butyl-N-{[(3R)-1-methylpiperidin-3-yl][1-(propan-2-yl)-1H-pyrazol-4-yl]sulfamoyl}carbamate C(C)(C)(C)OC(NS(N(C=1C=NN(C1)C(C)C)[C@H]1CN(CCC1)C)(=O)=O)=O.FC(C(=C(C(C(F)(F)F)(C(F)(F)F)F)F)F)(F)F